[Si](C1=CC=CC=C1)(C1=CC=CC=C1)(C(C)(C)C)O[C@H]1[C@H]2[C@@H](N([C@@H](C1)C2)C(=O)OC(C)(C)C)C=O tert-butyl (1R,3R,4R,5R)-5-((tert-butyldiphenylsilyl)oxy)-3-formyl-2-azabicyclo[2.2.1]heptane-2-carboxylate